dihexylhexamethylenediamine C(CCCCC)NCCCCCCNCCCCCC